Cl.NC1=NC(=CC(=N1)N)Cl 2,4-diamino-6-chloropyrimidine hydrochloride